Dimethyl 3-(4-methoxyphenyl)cyclopropane-1,2-dicarboxylate COC1=CC=C(C=C1)C1C(C1C(=O)OC)C(=O)OC